C(C)(=O)C1=NC=C(C=N1)OC1=CC=C(C=C1)C(C)(C)C1=CC=C(OC[C@H]2N(CC2)C(=O)OC(C)(C)C)C=C1 tert-butyl (S)-2-((4-(2-(4-((2-acetylpyrimidin-5-yl)oxy)phenyl)propan-2-yl) phenoxy)methyl)azetidin-1-carboxylate